FC(C=1C=C(C=CC1)C1=NN2C(=NC=3C=CC=CC3C2=N1)N[C@H]1C(NCCCC1)=O)(F)F (3R)-3-({2-[3-(trifluoromethyl)phenyl][1,2,4]triazolo[1,5-c]quinazolin-5-yl}amino)azepan-2-one